6-(4-ethylbenzyl)-3-(3-chlorobenzyl)-2,3,4,6-tetrahydropyrido[3,4-c][1,8]naphthyridin-5(1H)-one C(C)C1=CC=C(CN2C(C3=C(C=4C=CC=NC24)CCN(C3)CC3=CC(=CC=C3)Cl)=O)C=C1